C(C)S(=O)(=O)C=1C(=NC=C(C1)N1N=C(N=C1)C)C1=NC=C2N=C(N(C2=N1)C)C(F)(F)F 2-(3-(ethylsulfonyl)-5-(3-methyl-1H-1,2,4-triazol-1-yl)pyridin-2-yl)-9-methyl-8-(trifluoromethyl)-9H-purine